C(C)(C)N1N=CC(=C1C)C1=NC=2C(=NC=CC2C=2C=C3CCC[C@@H](C3=CC2)NC(=O)C2=NOC(=N2)C(C)(C)C)N1 5-tert-Butyl-[1,2,4]oxadiazole-3-carboxylic acid {(S)-6-[2-(1-isopropyl-5-methyl-1H-pyrazol-4-yl)-3H-imidazo[4,5-b]pyridin-7-yl]-1,2,3,4-tetrahydro-naphthalen-1-yl}-amide